(S)-4-(4-Methyltetrahydro-2H-pyran-4-carbonyl)-3-phenyl-2,3,4,5-tetrahydrobenzo[f][1,4]oxazepine-8-carboxylic acid methyl ester COC(=O)C1=CC2=C(CN([C@H](CO2)C2=CC=CC=C2)C(=O)C2(CCOCC2)C)C=C1